2-amino-1-(4-(6,7-dimethoxyquinazolin-4-yl)-1,4-diazepan-1-yl)ethan-1-one hydrochloride Cl.NCC(=O)N1CCN(CCC1)C1=NC=NC2=CC(=C(C=C12)OC)OC